ClC12C(C(C(C(=C1Cl)Cl)(C2(Cl)Cl)Cl)C(=O)O)C(=O)O 1,4,5,6,7,7-hexachlorobicyclo[2.2.1]hept-5-ene-2,3-dicarboxylic acid